2-(benzyloxy)-4-({[hydroxy({4-[2-(trifluoromethyl)benzoyl]piperazin-1-yl})methyl]azanidyl}methyl)-1,2-dihydropyridin-2-ylium-1-ide C(C1=CC=CC=C1)O[C+]1[N-]C=CC(=C1)C[N-]C(N1CCN(CC1)C(C1=C(C=CC=C1)C(F)(F)F)=O)O